C1(CC1)N1C(=NC2=C1C=C(C=C2F)C2=NC(=NC=C2F)NC2=NC=1CCN(CC1C=C2)C(C=O)N(C)C)C 2-((4-(3-cyclopropyl-7-fluoro-2-methyl-benzimidazol-5-yl)-5-fluoro-pyrimidin-2-yl)amino-7,8-dihydro-5H-1,6-naphthyridine-6-yl)-2-(dimethylamino)-ethanone